N-(3-(2-((4-((1-methylpiperidin-4-yl)oxy)phenyl)amino)quinazolin-8-yl)phenyl)acrylamide CN1CCC(CC1)OC1=CC=C(C=C1)NC1=NC2=C(C=CC=C2C=N1)C=1C=C(C=CC1)NC(C=C)=O